C[SiH]1N(CCCN1[Si](C)(C)C)[Si](C)(C)C methyl-1,3-bis(trimethylsilyl)-1,3-diaza-2-silacyclohexane